4-methoxyindoline-2,3-dione COC1=C2C(C(NC2=CC=C1)=O)=O